FC(COC1=C(C=CC=C1)C=1C(C(=CN(N1)C)C(=O)NC1=CC=C(C=C1)C(C)(C)O)=O)F 6-[2-(2,2-difluoroethoxy)phenyl]-N-[4-(2-hydroxypropan-2-yl)phenyl]-2-methyl-5-oxo-2,5-dihydropyridazine-4-carboxamide